(E)-N-(3-((4-(1H-pyrrolo[2,3-b]pyridin-1-yl)pyrimidin-2-yl)amino)-4-methoxyphenyl)-4-(dimethylamino)but-2-enamide N1(C=CC=2C1=NC=CC2)C2=NC(=NC=C2)NC=2C=C(C=CC2OC)NC(\C=C\CN(C)C)=O